methyl (S)-3-(8-chloro-6-(2-chlorophenyl)-1-(methylthio)-4H-benzo[f][1,2,4]triazolo[4,3-a][1,4]diazepin-4-yl)propionate ClC=1C=CC2=C(C(=N[C@H](C=3N2C(=NN3)SC)CCC(=O)OC)C3=C(C=CC=C3)Cl)C1